FC=1C=C(C=C(C1F)F)C1=NNC(=C1O)C 3-(3,4,5-trifluorophenyl)-5-methyl-pyrazol-4-ol